10-nitrooleate [N+](=O)([O-])/C(=C/CCCCCCCC(=O)[O-])/CCCCCCCC